6-(2-(1H-tetrazol-5-yl)phenyl)-N2-benzyl-N4-(3-(difluoromethyl)phenyl)-N2-isobutylpyridine-2,4-diamine N1N=NN=C1C1=C(C=CC=C1)C1=CC(=CC(=N1)N(CC(C)C)CC1=CC=CC=C1)NC1=CC(=CC=C1)C(F)F